potassium (2-fluorobenzyl)trifluoroborate FC1=C(C[B-](F)(F)F)C=CC=C1.[K+]